N-(allyloxy)-3,4-difluoro-5-((3-fluoro-2-((N-methyl-d3-aminosulfonyl)amino)pyridin-4-yl)methyl)-2-((2-fluoro-4-iodophenyl)amino)benzamide C(C=C)ONC(C1=C(C(=C(C(=C1)CC1=C(C(=NC=C1)NS(=O)(=O)NC([2H])([2H])[2H])F)F)F)NC1=C(C=C(C=C1)I)F)=O